ClC=1C=CC(=C(C1)C1=CC(=C(N=N1)OCCOC)NC1=CC(=NC=C1)N)F N4-[6-(5-chloro-2-fluorophenyl)-3-(2-methoxyethoxy)pyridazin-4-yl]pyridine-2,4-diamine